2',2'''-(pyridine-2,6-diyl)bis(5-fluoro-3-((3r,5r,7r)-3,5,7-trimethyladamant-1-yl)-[1,1'-biphenyl]-2-ol) N1=C(C=CC=C1C1=C(C=CC=C1)C=1C(=C(C=C(C1)F)C12CC3(CC(CC(C1)(C3)C)(C2)C)C)O)C2=C(C=CC=C2)C=2C(=C(C=C(C2)F)C23CC1(CC(CC(C2)(C1)C)(C3)C)C)O